OC1(CCC(CC1)CNC(OC(C)(C)C)=O)C Tert-butyl (4-hydroxy-4-methylcyclohexyl)methylcarbamate